O=C1C(=C(C=NN1)N1[C@@H](C2=CC=CC=C2C1)CNCCC(=O)N1CCN(CC1)C1=CC=C(C=N1)C#N)C(F)(F)F 6-[4-[3-([[(1S)-2-[6-oxo-5-(trifluoromethyl)-1,6-dihydropyridazin-4-yl]-2,3-dihydro-1H-isoindol-1-yl]methyl]amino)propanoyl]piperazin-1-yl]pyridine-3-carbonitrile